FC(C=1C=C(OCCN2CCC3(CC2)C(NC2=CC=C(C=C23)C#N)=O)C=CC1S(=O)(=O)C)F 1'-{2-[3-(difluoromethyl)-4-methanesulfonylphenoxy]ethyl}-2-oxo-1,2-dihydrospiro[indole-3,4'-piperidine]-5-carbonitrile